OC1CC(CCC1)C(=O)N 3-hydroxycyclohexanecarboxamide